1-(furan-2-yl)-3,7-dimethyl-8-(methylsulfanyl)-1H-purine-2,6(3H,7H)-dione O1C(=CC=C1)N1C(N(C=2N=C(N(C2C1=O)C)SC)C)=O